cis-3-methyl-1-(1,2,4-triazin-3-yl)-6-azabicyclo[3.1.1]heptane trifluoroacetate FC(C(=O)O)(F)F.CC1CC2(NC(C1)C2)C=2N=NC=CN2